3-[6-(3-Cyclobutoxy-phenyl)-chroman-2-yl]-propionic acid ethyl ester C(C)OC(CCC1OC2=CC=C(C=C2CC1)C1=CC(=CC=C1)OC1CCC1)=O